COC1=C(C(=O)OCC([C@H](C[C@H]2C(NCC2)=O)NC([C@@H](NC(=O)C=2NC3=CC=CC(=C3C2)OC)CC(C)C)=O)=O)C=CC=C1 (3S)-3-({N-[(4-methoxy-1H-indol-2-yl) carbonyl]-L-leucyl}amino)-2-oxo-4-[(3S)-2-oxopyrrolidin-3-yl]butyl 2-methoxybenzoate